F[C@H]1[C@H](C1)N1C(C(=CC=C1)NC(=O)C=1C(=NC=2N(C1)C=C(N2)[C@]21CO[C@](CC2)(C1)C)OC(C)C)=O N-(1-((1S,2R)-2-fluorocyclopropyl)-2-oxo-1,2-dihydropyridin-3-yl)-7-isopropoxy-2-((1R,4S)-1-methyl-2-oxabicyclo[2.2.1]heptan-4-yl)imidazo[1,2-a]pyrimidine-6-carboxamide